8-[(2S,SR)-4-[(5-tert-butyl-1,2-oxazol-3-yl)(4-fluorophenyl)methyl]-2,5-dimethylpiperazin-1-yl]-5-methyl-6-oxo-5,6-dihydro-1,5-naphthyridine-2,7-dicarbonitrile C(C)(C)(C)C1=CC(=NO1)C(N1C[C@@H](N(C[C@@H]1C)C1=C(C(N(C=2C=CC(=NC12)C#N)C)=O)C#N)C)C1=CC=C(C=C1)F |&1:15|